FC1=CC=C(C=C1)C1=C(C=C2C(=NC(N3C2=C1SC[C@H](C3)OCCOC)=O)N3CCN(CC3)C(=O)OC(C)(C)C)C(F)(F)F tert-butyl (S)-4-(11-(4-fluorophenyl)-3-(2-methoxyethoxy)-6-oxo-10-(trifluoromethyl)-3,4-dihydro-2H,6H-[1,4]thiazepino[2,3,4-ij]quinazolin-8-yl)piperazine-1-carboxylate